dimethoxyolivetol COC1=C(C(=C(C=C1CCCCC)O)OC)O